ClC1=CC(=C(C=C1)OCC(F)(F)F)[N+](=O)[O-] 4-chloro-2-nitro-1-(2,2,2-trifluoroethoxy)benzene